gentisic acid ethanolamine salt C(O)CN.C(C=1C(O)=CC=C(O)C1)(=O)O